N-[[6-[(5-Chloro-3-pyridyl)oxy]-2-pyridyl]sulfonyl]-2-(2,2,4-trimethylpyrrolidin-1-yl)pyridin-3-carboxamid ClC=1C=C(C=NC1)OC1=CC=CC(=N1)S(=O)(=O)NC(=O)C=1C(=NC=CC1)N1C(CC(C1)C)(C)C